COC1=C(C=C2C=CC(=NC2=C1)C)C1=CN=C(N1)C(CCCCCC(CC)=O)C1=NC(=CC=C1)OC 9-(5-(7-methoxy-2-methylquinolin-6-yl)-1H-imidazol-2-yl)-9-(6-methoxypyridin-2-yl)nonan-3-one